3-prop-2-enoxypropane-1-sulfonic acid potassium salt [K+].C(C=C)OCCCS(=O)(=O)[O-]